(5Z,8Z,11Z,14Z)-N-(2-(2-(2-(2-aminoethoxy)ethoxy)ethoxy)ethyl)icosa-5,8,11,14-tetraenamide NCCOCCOCCOCCNC(CCC\C=C/C\C=C/C\C=C/C\C=C/CCCCC)=O